C1(=CC=CC=C1)C1=CC(=NC(=N1)NC1=CC(=CC=C1)OC(F)(F)F)C1CCN(CC1)C(=O)OC(C)(C)C tert-butyl 4-(6-phenyl-2-((3-(trifluoromethoxy)phenyl)amino)pyrimidin-4-yl)piperidine-1-carboxylate